CC1(C(C(CCC1)C)CCC(C)=O)C 4-(2,2,6-trimethylcyclohexyl)-2-butanone